O1C(=CC=C1)C(=O)[O-].C(CCC)N1C=[N+](C=C1)C 1-butyl-3-methylimidazolium furanformate